N(C1=CC=CC=C1)[Al]NC1=NC=CC=C1 anilinopyridylamino-aluminium